O-benzoyl-N-benzyl-N-(4-chlorobenzyl)hydroxylamine tert-butyl-(2-(4-(((2S,4R)-2-methyl-1-propionyl-1,2,3,4-tetrahydroquinolin-4-yl)amino)phenoxy)ethyl)carbamate C(C)(C)(C)N(C(O)=O)CCOC1=CC=C(C=C1)N[C@@H]1C[C@@H](N(C2=CC=CC=C12)C(CC)=O)C.C(C1=CC=CC=C1)(=O)ON(CC1=CC=C(C=C1)Cl)CC1=CC=CC=C1